CN(C)CCC(C=1SC=CC1)OC1=CC=CC2=CC=CC=C12 (+)-N,N-dimethyl-3-(1-naphthoxy)-3-(2-thienyl)propylamine